C(C)SC1(C(N=CC=C1)C#N)C(F)(F)F 3-Ethylsulfanyl-3-(trifluoromethyl)pyridine-2-carbonitrile